C1N(CCC2=CC=CC=C12)C[C@@H](CC1NC(C2=CC=C(C=C2C1)N1CCN(CC1)C(C)C)=O)O [(2R)-3-(3,4-Dihydro-1H-isochinolin-2-yl)-2-hydroxy-propyl]-6-(4-isopropylpiperazin-1-yl)-3,4-dihydroisochinolin-1-on